Cl.N1(CCCCC1)CCCC(=O)N 4-(piperidin-1-yl)butanamide hydrochloride